5-{2-[2-chloro-6-(5-methoxyquinoline-8-sulfonamido)phenyl]ethynyl}pyridine-2-carboxylic acid ClC1=C(C(=CC=C1)NS(=O)(=O)C=1C=CC(=C2C=CC=NC12)OC)C#CC=1C=CC(=NC1)C(=O)O